C=1(C(=CC=CC1)CO)C=1C(=CC=CC1)CO 2,2'-Biphenyl-dimethanol